ClC1=CC=C(C=C1)N(C(=O)C=1C=CC=2N(C1)C(=CN2)C2=CC=C(C=C2)NC(OC)=O)CC#N methyl N-[4-[6-[(4-chlorophenyl)-(cyanomethyl)carbamoyl]imidazo[1,2-a]pyridin-3-yl]phenyl]carbamate